5-cyclopropyl-5-{4-[4-(3,5-dimethylpyridin-2-yl)piperazine-1-carbonyl]-3-fluorophenyl}imidazolidine-2,4-dione C1(CC1)C1(C(NC(N1)=O)=O)C1=CC(=C(C=C1)C(=O)N1CCN(CC1)C1=NC=C(C=C1C)C)F